OC=1C=C(C=CC1)C1(CCN(CC1)C)C(CC)=O 1-(4-(3-hydroxyphenyl)-1-methylpiperidin-4-yl)propan-1-one